NC1=NC=2C=CC(=CC2C2=C1C=NN2C)C(=O)N(C)[C@@H]2COC1=C2C=CC(=C1)OC1CCC1 4-amino-N-((3S)-6-(cyclobutyloxy)-2,3-dihydro-1-benzofuran-3-yl)-N,1-dimethyl-1H-pyrazolo[4,3-c]quinoline-8-carboxamide